C(C)(=O)NC=1C=CC(=C(C1)O)CN(C)C 5-acetamido-2-[(dimethylamino)methyl]phenol